ClC1=CC=C(OCC(=O)N2C[C@@H](N(CC2)CC2=NC3=CC=CC=C3C(N2C2=C(C=C(C(=C2)C(F)(F)F)F)OC(C)C)=O)CC)C=C1 (S)-2-((4-(2-(4-chlorophenoxy)acetyl)-2-ethylpiperazin-1-yl)methyl)-3-(4-fluoro-2-isopropoxy-5-(trifluoromethyl)phenyl)quinazolin-4(3H)-one